2,7-dimethyl-1,2,3,4-tetrahydroquinoxaline CC1NC2=CC(=CC=C2NC1)C